3-ethynyl-4-methyl-N-(4-(3-((2-morpholinoethyl)amino)prop-1-yn-1-yl)-3-(trifluoromethyl)phenyl)benzamide C(#C)C=1C=C(C(=O)NC2=CC(=C(C=C2)C#CCNCCN2CCOCC2)C(F)(F)F)C=CC1C